decafluoro-hexadiene FC(C(C(=C(C(=C(F)F)F)F)F)(F)F)(F)F